ClC=1C(=C(OC2CCC(CC2)NC(=O)C2=CC=C(N=N2)N2CCN(CC2)C(=O)OC(C)(C)C)C=CC1C#N)C tert-butyl 4-(6-(((1r,4r)-4-(3-chloro-4-cyano-2-methylphenoxy)cyclohexyl)carbamoyl)-pyridazin-3-yl)piperazine-1-carboxylate